C(C)(C)(C)OC(=O)N1[C@@H](CC(C1)=O)C(=O)O (2S)-1-tert-butoxycarbonyl-4-oxo-pyrrolidine-2-carboxylic acid